(6aR)-9-methyl-6,6-bis(methyl-d3)-3-propyl-6a,7,8,10a-tetrahydro-6H-benzo[c]chromen-1-ol CC1=CC2[C@H](C(OC=3C=C(C=C(C23)O)CCC)(C([2H])([2H])[2H])C([2H])([2H])[2H])CC1